(R)-5-Bromo-2-hydroxy-N-(2-hydroxy-3-(3-hydroxypyrrolidine-1-carbonyl)-5-(trifluoromethoxy)phenyl)benzenesulfonamide BrC=1C=CC(=C(C1)S(=O)(=O)NC1=C(C(=CC(=C1)OC(F)(F)F)C(=O)N1C[C@@H](CC1)O)O)O